ethyl 2-(2-((1r,4S)-4-(tert-butoxy)cyclohexyl)-3-methylphenyl)-2-((3-(3-chloro-5-fluorophenyl)-4-((S)-1-methylpyrrolidin-2-yl)butyl)(methyl)amino)acetate C(C)(C)(C)OC1CCC(CC1)C1=C(C=CC=C1C)C(C(=O)OCC)N(C)CCC(C[C@H]1N(CCC1)C)C1=CC(=CC(=C1)F)Cl